ClC=1SC=C(N1)C=1N=NN(C1)[C@@H]1[C@H]([C@@H](SC=2C(=NC=C(C2)Cl)C#N)O[C@@H]([C@@H]1O)CO)OC 5-Chloro-2-cyanopyridin-3-yl 3-[4-(2-chlorothiazol-4-yl)-1H-1,2,3-triazol-1-yl]-3-deoxy-2-O-methyl-1-thio-α-D-galactopyranoside